N1=NC=CC(C=CC=CC=CCCCC1)=O diazacyclopentadecapentaene-5-one